FC1=C2C=CC(N(C2=CC=C1)CC(=O)N)=O (5-fluoro-2-oxoquinolin-1(2H)-yl)acetamide